7-methyl-2-(trifluoromethyl)-3H-thieno[3,2-d]Pyrimidin-4-one CC1=CSC2=C1N=C(NC2=O)C(F)(F)F